5-amino-2-ethylfuran oxetan-3-ylmethacrylate O1CC(C1)OC(C(=C)C)=O.NC1=CC=C(O1)CC